(3-ACRYLOXYPROPYL)METHYLDIMETHOXYSILANE C(C=C)(=O)OCCC[Si](OC)(OC)C